C(C)(C)(C)C=1C(=C(C=C(C1)OCCCOC(C(=C)C)=O)N1N=C2C(=N1)C=CC(=C2)Cl)O 2-[3'-tert-butyl-2'-hydroxy-5-(3''-methacryloyloxypropoxy)phenyl]-5-chloro-benzotriazole